N12CC(C(CC1)CC2)N(C(O)=O)[C@H]2C1(CCC3=CC(=CC=C23)C2=CC=C(C=C2)CC(C)C)CC1.OCCC1(O)C=CC(O)(C=C1)CCO 1,4-bis(2-hydroxyethyl)hydroquinone (S)-quinuclidin-3-yl-(6'-(4-isobutylphenyl)-3',4'-dihydro-1'H-spiro[cyclopropane-1,2'-naphthalen]-1'-yl)carbamate